CC1=C(C(=CC=C1)C)NC1=NN(C2=NC(=NC=C21)NC2=CC=C(C=C2)C2CN(C2)CC2CN(C2)C=2C=C1C(N(C(C1=CC2)=O)C2C(NC(CC2)=O)=O)=O)C 5-(3-((3-(4-((3-((2,6-dimethylphenyl)amino)-1-methyl-1H-pyrazolo[3,4-d]pyrimidine-6-yl)amino)phenyl)azetidin-1-yl)methyl)azetidin-1-yl)-2-(2,6-dioxopiperidin-3-yl)isoindoline-1,3-dione